(1R,3S,5R)-2-(2-(3-acetyl-5-(2-methylpyrimidin-5-yl)-1H-indazol-1-yl)acetyl)-N-(6-bromo-4-cyanopyridin-2-yl)-5-methyl-2-azabicyclo[3.1.0]hexane-3-carboxamide C(C)(=O)C1=NN(C2=CC=C(C=C12)C=1C=NC(=NC1)C)CC(=O)N1[C@@H]2C[C@@]2(C[C@H]1C(=O)NC1=NC(=CC(=C1)C#N)Br)C